NC1=CC=C(OCCOCCC2=C(C(=O)N)C=CC=C2C=2C=C3CC(NC3=CC2)=O)C=C1 2-(2-(2-(4-aminophenoxy)ethoxy)ethyl)-3-(2-oxoindolin-5-yl)benzamide